tert-Butyl (S)-(7-Bromo-5-methyl-4-oxo-2,3,4,5-tetrahydropyrido[3,2-b][1,4]oxazepin-3-yl)carbamate BrC=1C=CC=2OC[C@@H](C(N(C2N1)C)=O)NC(OC(C)(C)C)=O